(S)-1-(2-fluoro-5-(methoxymethyl)phenyl)ethylamine hydrochloride Cl.FC1=C(C=C(C=C1)COC)[C@H](C)N